CC1=C(C=CC(=C1)O)NC(=O)C N-(4-hydroxy-2-methylphenyl)acetamide